ClC1=C(C=CC(=C1)Cl)C1(OC2=C(O1)C=CC=C2C=2CCN(CC2)C(=O)OC(C)(C)C)C tert-butyl 4-(2-(2,4-dichlorophenyl)-2-methylbenzo[d][1,3]dioxol-4-yl)-3,6-dihydropyridine-1(2H)-carboxylate